NC=1C(=CC=C2C(CCN(C12)CC1=CC=CC=C1)(C)C)C=O 8-amino-1-benzyl-4,4-dimethyl-2,3-dihydroquinoline-7-carbaldehyde